C([O-])([O-])=O.[Mn+2].[Fe+2].[Ni+2].C(C=C)(=O)OCCCOC1=CC=C(C=C1)C(=C)C.C([O-])([O-])=O.C([O-])([O-])=O 2-(4'-acryloyloxypropoxyphenyl)propene nickel-iron-manganese carbonate